C(CCCCCCCCCCCCCC=C)S(=O)(=O)[O-].[Na+] sodium hexadeca-15-ene-1-sulfonate